BrC1=CC=CC2=C1SC(=C2C=O)C 7-bromo-2-methylbenzo[b]thiophene-3-carbaldehyde